ClC1=C2C=C(C(NC2=NC(=C1)Cl)=O)C 5,7-Dichloro-3-methyl-1,8-naphthyridin-2(1H)-one